3-[[(4-Fluorophenyl)methyl-[2-(hydroxyamino)-2-oxoethyl]amino]methyl]benzoic acid FC1=CC=C(C=C1)CN(CC(=O)NO)CC=1C=C(C(=O)O)C=CC1